N-(6-(5-(2-(4,4-Difluoropiperidin-1-yl)-6-methylpyrimidin-4-yl)-1,3,4-oxadiazol-2-yl)-5-(6-azaspiro[2.5]octan-6-yl)pyridin-3-yl)-2-hydroxyethane-1-sulfonamide FC1(CCN(CC1)C1=NC(=CC(=N1)C1=NN=C(O1)C1=C(C=C(C=N1)NS(=O)(=O)CCO)N1CCC2(CC2)CC1)C)F